2-((1H-imidazol-1-yl)methoxy)propane Ethyl-(5R)-2-[(3-ethoxy-3-oxo-propanoyl)-methyl-amino]-5-methyl-cyclopentene-1-carboxylate C(C)OC(=O)C1=C(CC[C@H]1C)N(C)C(CC(=O)OCC)=O.N1(C=NC=C1)COC(C)C